(1R,3aS,5aR,5bR,7aR,9S,11aR,11bR,13aR,13bR)-3a-((tert-butoxycarbonyl)amino)-5a,5b,8,8,11a-pentamethyl-1-(prop-1-en-2-yl)icosahydro-1H-cyclopenta[a]chrysen-9-yl acetate C(C)(=O)O[C@@H]1C([C@@H]2CC[C@]3([C@@]4(CC[C@@]5([C@@H]([C@H]4CC[C@@H]3[C@]2(CC1)C)[C@@H](CC5)C(=C)C)NC(=O)OC(C)(C)C)C)C)(C)C